CC=1N(C(=CC1)C)C=1SC=2C(=NC=CC2)N1 2-(2,5-dimethyl-1H-pyrrol-1-yl)thiazolo[4,5-b]pyridin